C(C)OC(CCC1=C(C=CC=C1)OCC(CO)O[Si](C)(C)C(C)(C)C)=O 3-(2-(2-((tert-Butyldimethylsilyl)oxy)-3-hydroxypropoxy)phenyl)propanoic acid ethyl ester